ClC=1N=C(C2=C(N1)N(C=C2)CCCCCCCCC)NC2C(C1CCC2CC1)C(=O)OC (+/-)-trans-methyl 3-((2-chloro-7-nonyl-7H-pyrrolo[2,3-d]pyrimidin-4-yl)amino)bicyclo[2.2.2]octane-2-carboxylate